(Tert-Butoxycarbonyl)-L-alanine dodecyl ester C(CCCCCCCCCCC)OC([C@@H](NC(=O)OC(C)(C)C)C)=O